N1=CC=C(C=C1)CN1C(=CC=C1)C(=O)O 1-(pyridin-4-ylmethyl)-1H-pyrrole-2-carboxylic acid